N,N-dimethyl-9-decenamide tert-butyl-(2S)-4-(2,3-dihydro-1H-pyrrolo[2,3-b]pyridin-4-yl)-2-methylpiperidine-1-carboxylate C(C)(C)(C)OC(=O)N1[C@H](CC(CC1)C1=C2C(=NC=C1)NCC2)C.CN(C(CCCCCCCC=C)=O)C